tert-butyl (2S)-2-[[(2S)-4-(cyclopentylamino)-3-hydroxy-4-oxo-1-[(3S)-2-oxopyrrolidin-3-yl]butan-2-yl]carbamoyl]piperidine-1-carboxylate C1(CCCC1)NC(C([C@H](C[C@H]1C(NCC1)=O)NC(=O)[C@H]1N(CCCC1)C(=O)OC(C)(C)C)O)=O